4-((2-methyl-5-nitrophenyl)sulfonyl)-1,4-oxazepane CC1=C(C=C(C=C1)[N+](=O)[O-])S(=O)(=O)N1CCOCCC1